O[C@@H]1C[C@H](N(C1)C(C(C(C)C)C1=CC(=NO1)N1CCC(CC1)C(=O)OC(C)(C)C)=O)C(N[C@@H](C)C1=CC=C(C=C1)C1=C(N=CS1)C)=O tert-butyl 1-(5-(1-((2S,4R)-4-hydroxy-2-(((S)-1-(4-(4-methylthiazol-5-yl)phenyl)ethyl)carbamoyl)pyrrolidin-1-yl)-3-methyl-1-oxobutan-2-yl)isoxazol-3-yl)piperidine-4-carboxylate